CS(=O)(=N)C1=CC=C(C=C1)[C@H](C)NC(=O)C1(CCOCC1)N1C[C@@H](CC1)OC1=CC(=CC=C1)C(F)(F)F N-((1S)-1-(4-(S-Methylsulfonimidoyl)phenyl)ethyl)-4-((R)-3-(3-(trifluoromethyl)phenoxy)pyrrolidin-1-yl)tetrahydro-2H-pyran-4-carboxamide